Cl.CC1=CN=C2N1N=C(C=C2N[C@@H](C)C2=CC=CC=C2)OC2CCNCC2 (S)-3-METHYL-N-(1-PHENYLETHYL)-6-(PIPERIDIN-4-YLOXY)IMIDAZO[1,2-B]PYRIDAZIN-8-AMINE HYDROCHLORIDE